vinyl-benzenesulfonic acid potassium [K].C(=C)C1=C(C=CC=C1)S(=O)(=O)O